ClC1=C(C(=CC=C1Cl)F)[C@]1(CN(CC1)C(=O)OC(C)(C)C)NC=1C(=C2C(N(C=NC2=CC1)C(C)C)=O)C tertbutyl (R)-3-(2,3-dichloro-6-fluorophenyl)-3-(3-isopropyl-5-methyl-4-oxo-6-quinazolinylamino)-1-pyrrolidinecarboxylate